FC=1C(=C(C=CC1F)[C@H]1[C@@H](O[C@]([C@H]1C)(C(F)(F)F)C)C(=O)NC1=CC(=NC=N1)C(=O)N)OC 6-[[(2R,3S,4S,5R)-3-(3,4-Difluoro-2-methoxy-phenyl)-4,5-dimethyl-5-(trifluoromethyl)tetrahydrofuran-2-carbonyl]amino]pyrimidin-4-carboxamid